ClC=1SC2=C(N1)NC=C2 2-chloro-4H-pyrrolo[2,3-d]thiazole